{R,6S}-N'-(((S)-2-fluoro-1,2,3,5,6,7-hexahydro-s-indacen-4-yl)carbamoyl)-6-methoxy-6,7-dihydro-5H-pyrazolo[5,1-b][1,3]oxazine-3-sulfonimidamide F[C@H]1CC2=CC=3CCCC3C(=C2C1)NC(=O)N=[S@](=O)(N)C=1C=NN2C1OC[C@H](C2)OC